CC(=O)C1=C(C(=C(C=C1O)O)C(=O)C)[O-] The molecule is a phenolate anion that is the conjugate base of 2,4-diacetylphloroglucinol, obtained by deprotonation of one of the two hydroxy groups at position 1 and 5. Major microspecies at pH 7.3. It has a role as an antifungal agent. It is a conjugate base of a 2,4-diacetylphloroglucinol.